(E)-ethyl (2-cyano-2-(2-(3,5-dichloro-4-((3-methyl-1H-indazol-5-yl)oxy)phenyl)hydrazono)acetyl)-carbamate C(#N)\C(\C(=O)NC(OCC)=O)=N/NC1=CC(=C(C(=C1)Cl)OC=1C=C2C(=NNC2=CC1)C)Cl